7-Chloro-1-(2-(piperidin-1-yl)ethoxy)isoquinoline ClC1=CC=C2C=CN=C(C2=C1)OCCN1CCCCC1